5-(4-((7-(4-Amino-5-methoxy-2-(1-methyl-1H-pyrazol-4-yl)phenyl)-2,7-diAzaspiro[3.5]nonan-2-yl)methyl)piperidin-1-yl)-2-(2,6-dioxopiperidin-3-yl)-6-fluoroisoindoline-1,3-Dione NC1=CC(=C(C=C1OC)N1CCC2(CN(C2)CC2CCN(CC2)C=2C=C3C(N(C(C3=CC2F)=O)C2C(NC(CC2)=O)=O)=O)CC1)C=1C=NN(C1)C